3-(5-oxo-5,7-dihydrospiro[furo[2,3-f]isoindole-2,4'-piperidin]-6(3H)-yl)piperidine-2,6-dione O=C1N(CC=2C=C3C(=CC12)CC1(CCNCC1)O3)C3C(NC(CC3)=O)=O